5-[4-(3,5-dimethyl-3',4',5',6'-tetrahydro-2'H-[2,4']bipyridinyl-1'-carbonyl)-2-fluorophenyl]-5-ethylimidazolidine-2,4-dione CC=1C(=NC=C(C1)C)C1CCN(CC1)C(=O)C1=CC(=C(C=C1)C1(C(NC(N1)=O)=O)CC)F